[N+](=O)([O-])OCCCCCC(=O)O.C(\C=C\C(=O)O)(=O)O (2E)-but-2-enedioic acid 6-(nitrooxy)hexanoate